(3-(8-cyanoquinolin-5-yl)-5-(trifluoromethyl)-3-azabicyclo[3.1.0]hexane-1-yl)-2-(4-methylmorpholin-2-yl)acetamide C(#N)C=1C=CC(=C2C=CC=NC12)N1CC2(CC2(C1)C(F)(F)F)C(C(=O)N)C1CN(CCO1)C